CN(C(=O)C=1C=CC(=C(C1)NC(=O)C1=CC2=C(S1)C=CC=C2C=2C=C1C(=NC2)NC=C1)O)C N-(5-(dimethylcarbamoyl)-2-hydroxyphenyl)-4-(1H-pyrrolo[2,3-b]pyridin-5-yl)benzo[b]thiophene-2-carboxamide